OCCN1N=CC(=C1)NC1CCC2(CCN(C2)C(CSC2=C(C=CC=C2C)C)=O)CC1 1-{(5s,8s)-8-[1-(2-hydroxyethyl)-4-pyrazolylamino]-2-aza-2-spiro[4.5]decyl}-2-(2,6-xylylthio)-1-ethanone